N-(2,6-dichloro-5-nitropyrimidin-4-yl)-3-methylisothiazol-5-amine ClC1=NC(=C(C(=N1)NC1=CC(=NS1)C)[N+](=O)[O-])Cl